C(#N)C=1C=C(CO\N=C(/C)\C2=CC(=C(C=C2)CO)CC)C=CC1OC(C)C (E)-1-(3-ethyl-4-(hydroxymethyl)phenyl)ethan-1-one-O-(3-cyano-4-(isopropoxy)benzyl) oxime